C(C)(C)(C)OC(=O)N1C[C@H](OC[C@@H]1C1=C(C=C(C=C1)N1C(=CC2=C1N=CNC2=O)Cl)C)C (2R,5S)-5-(4-(6-chloro-4-oxo-3,4-dihydro-7H-pyrrolo[2,3-d]pyrimidin-7-yl)-2-methylphenyl)-2-methylmorpholine-4-carboxylic acid tert-butyl ester